C(CC)O[Si](OCCC)(OCCC)CCCCCCCCCCCCCCCCCCSSSSCCCCCCCCCCCCCCCCCC[Si](OCCC)(OCCC)OCCC bis(tripropoxysilyloctadecyl) tetrasulfide